S1C(=CC=C1)CNC=1C=CC=2N(N1)C(=CN2)C=2C=C(C=CC2)C(C)=O 1-[3-[6-(2-thienylmeth-ylamino)imidazo[1,2-b]pyridazin-3-yl]phenyl]eth-anone